1,2-didocosahexaenoyl-sn-glycero-3-Phosphocholine CC/C=C\C/C=C\C/C=C\C/C=C\C/C=C\C/C=C\CCC(=O)OC[C@H](COP(=O)([O-])OCC[N+](C)(C)C)OC(=O)CC/C=C\C/C=C\C/C=C\C/C=C\C/C=C\C/C=C\CC